1-(5-bromopyridin-2-yl)-2-(2,4-difluorophenyl)-1,1-difluoro-3-(2H-1,2,3-triazol-2-yl)propan-2-ol BrC=1C=CC(=NC1)C(C(CN1N=CC=N1)(O)C1=C(C=C(C=C1)F)F)(F)F